C#CCCCCC#C 1,7-Octadiyne